5-(((S)-1-(((S)-2-oxo-1-(1-(5-(trifluoromethyl)pyrazin-2-yl)piperidin-4-yl)pyrrolidin-3-yl)oxy)propan-2-yl)amino)-4-(trifluoromethyl)pyridazin-3(2H)-one O=C1N(CC[C@@H]1OC[C@H](C)NC1=C(C(NN=C1)=O)C(F)(F)F)C1CCN(CC1)C1=NC=C(N=C1)C(F)(F)F